phenothiazine S,S-dioxide C1=CC=CC=2S(C3=CC=CC=C3NC12)(=O)=O